bis-pentanoylboronic acid C(CCCC)(=O)OBOC(CCCC)=O